C1(=CC=CC=C1)N(C1=CC=C(C=C1)N(C1=CC=C(C=C1)OCCCC)C1=CC=CC=C1)C1=CC=C(C=C1)OCCCC (N,N'-diphenyl)-N,N'-di(p-butyl-oxy-phenyl)-1,4-diaMinobenzene